C1(=CC=C(C=C1)C1=C(C2=C(NC(=N2)OC2CCC(CC2)CC(=O)O)C=C1F)F)C1=CC=CC=C1 2-((1r,4r)-4-((5-([1,1'-biphenyl]-4-yl)-4,6-difluoro-1H-benzo[d]imidazol-2-yl)oxy)cyclohexyl)acetic acid